NC1=NC(=CC(=N1)O)C(C(F)(F)F)(F)F 2-amino-6-(perfluoroethyl)pyrimidin-4-ol